3-(4-Benzo[d]isothiazol-3-yl-piperazin-1-yl)-propan-1-ol S1N=C(C2=C1C=CC=C2)N2CCN(CC2)CCCO